1-(2-amino-1-(4-methoxyphenyl)ethyl)cyclohexane NCC(C1=CC=C(C=C1)OC)C1CCCCC1